C(C1=CC=CC=C1)(=O)N1C(OC(C1(C)CCCC)=O)C1=CC=CC=C1 3-benzoyl-4-butyl-4-methyl-2-phenyloxazolidin-5-one